[S].[Te].[Pb] lead-tellurium sulfur